β-hydroxy-β-methylglutaryl-CoA OC(CC(=O)SCCNC(CCNC([C@@H](C(COP(OP(OC[C@@H]1[C@H]([C@H]([C@@H](O1)N1C=NC=2C(N)=NC=NC12)O)OP(=O)(O)O)(=O)O)(=O)O)(C)C)O)=O)=O)(CC(=O)O)C